C1=C(C=CC=2CCCCC12)C1=CC=2CCCCC2C=C1 5,5',6,6',7,7',8,8'-octahydro-2,2'-binaphthalene